NC1=CC(=C(C=C1)N1CCN(CC1)C1C(CN(CC1)C(=O)OC(C)(C)C)(F)F)F tert-butyl 4-(4-(4-amino-2-fluorophenyl) piperazin-1-yl)-3,3-difluoropiperidine-1-carboxylate